C(C)(C)(C)OC(NC(CF)CN)=O.OC1=CC=C(C=C1)S(=O)(=O)N (4-hydroxyphenyl)sulfonamide tert-butyl-N-[1-(aminomethyl)-2-fluoro-ethyl]carbamate